FC(C(C(C(C(O)(F)F)(F)F)(F)F)(F)F)F decafluoropentanol